ClC1=NC=CC(=N1)C(=O)NC 2-Chloro-N-methylpyrimidine-4-carboxamide